Br.Cl hydrochloride Hydrobromide